FC(C1=NC2=CC(=C(C=C2C(=C1)O)OC1=CC(=NC2=C(C=CC=C12)F)C(F)F)C)F 2-(difluoromethyl)-6-((2-(difluoromethyl)-8-fluoroquinolin-4-yl)oxy)-7-methylquinolin-4-ol